CC1=CC=NC2=C(C=C(C(=C12)F)F)N 4-methyl-5,6-difluoro-8-aminoquinoline